2-(4-((1r,4r)-4-ethylcyclohexyl)phenyl)benzo[d]oxazole C(C)C1CCC(CC1)C1=CC=C(C=C1)C=1OC2=C(N1)C=CC=C2